FC1=C(C=C(C=C1)C1=C(C=NC2=CC(=CC=C12)OC)C(C)C)C 4-(4-fluoro-3-methyl-phenyl)-3-isopropyl-7-methoxy-quinoline